CS(=O)(=O)C1=CC(=C(C=C1)NCC#CC=1N(C=2C=CC=C(C2C1)NC1CCC(CC1)N1CC2C(C1)COC2)CC(F)(F)F)OC 2-{3-[(4-methanesulfonyl-2-methoxyphenyl)amino]prop-1-yn-1-yl}-N-[(1S,4S)-4-{hexahydro-1H-furo[3,4-c]pyrrol-5-yl}cyclohexyl]-1-(2,2,2-trifluoroethyl)-1H-indol-4-amine